(E)-2,4-dibromo-6-(((2-(4-methoxyphenyl)-1H-benzo[d]imidazol-5-yl)imino)methyl)benzene-1,3-diol BrC1=C(C(=CC(=C1O)Br)/C=N/C1=CC2=C(NC(=N2)C2=CC=C(C=C2)OC)C=C1)O